[OH-].[K+].C(C)(C)(C)O tertiary butyl alcohol potassium hydroxide